(S)-3-(4-((2,3-dihydrobenzo-[b][1,4]dioxin-2-yl)methyl)piperazin-1-yl)isothiazolo[4,5-b]pyridine hydrochloride Cl.O1C2=C(OC[C@@H]1CN1CCN(CC1)C1=NSC=3C1=NC=CC3)C=CC=C2